5-methylthio-1,3,4-thiadiazol-2-amine CSC1=NN=C(S1)N